NC1=C(C=C(C=C1)N1CC2(C1)CCN(CC2)C(=O)OC(C)(C)C)O tert-Butyl 2-(4-amino-3-hydroxyphenyl)-2,7-diazaspiro[3.5]nonane-7-carboxylate